ClC1=CC=2N(C=C1)C(=CN2)C2=C1CNC(C1=C(C=C2)NC2=NC=C(C=C2)N2CCOC[C@H](C2)O)=O (S)-4-(7-chloroimidazo[1,2-a]pyridin-3-yl)-7-((5-(6-hydroxy-1,4-oxazepan-4-yl)pyridin-2-yl)amino)isoindolin-1-one